2-(4-(2-hydroxyethyl)piperazin-1-yl)propan OCCN1CCN(CC1)C(C)C